C(C)(C)(C)N(C(O)=O)CC=1OC2=C(C1)C=C(C=C2C2=NN=NN2)Cl.OC2=C(OC1=C2C=CC(=C1)S(=O)(=O)NC=1C(=NC=C(C1)F)N1CCCCC1)C(=O)N hydroxy-6-(N-(5-fluoro-2-(piperidin-1-yl)pyridin-3-yl)aminosulfonyl)benzofuran-2-carboxamide tert-Butyl-((5-chloro-7-(1H-tetrazol-5-yl)benzofuran-2-yl)methyl)carbamate